BrC1=NNC(=C1)C(=O)[O-] 3-Bromo-1H-pyrazole-5-carboxylate